(((1R,4R)-4-Hydroxycyclohexyl)amino)-4-phenyl-5H-pyrrolo[3,4-d]pyrimidine-6(7H)-carbonitrile OC1CCC(CC1)NC=1N=C(C2=C(N1)CN(C2)C#N)C2=CC=CC=C2